N-(4-Oxo-2-pyrrolidin-1-yl-4H-quinazolin-3-yl)-2-phenylsulfanyl-acetamide O=C1N(C(=NC2=CC=CC=C12)N1CCCC1)NC(CSC1=CC=CC=C1)=O